ethyldinonylglycinate C(C)C(N(CCCCCCCCC)CCCCCCCCC)C(=O)[O-]